3-(propane-2-sulfonamido)-N-[(1s,4s)-4-{[2-(trifluoromethyl)imidazo[1,2-a]pyridin-5-yl]amino}cyclohexyl]benzamide CC(C)S(=O)(=O)NC=1C=C(C(=O)NC2CCC(CC2)NC2=CC=CC=3N2C=C(N3)C(F)(F)F)C=CC1